4-(1-(2-Chloro-4-((methylamino)-methyl)phenyl)-1H-imidazol-4-yl)-N-((3R,4R)-3-fluoro-1-(methylsulfonyl)-piperidin-4-yl)-5-(trifluoromethyl)-pyrimidin-2-amine ClC1=C(C=CC(=C1)CNC)N1C=NC(=C1)C1=NC(=NC=C1C(F)(F)F)N[C@H]1[C@@H](CN(CC1)S(=O)(=O)C)F